The molecule is a keto-disaccharide that is beta-D-galactosyl-(1->4)-beta-D-glucose in which the hydroxy group at position 3 of the galactosyl moiety has been oxidised to the corresponding ketone. It has a role as a mouse metabolite. C([C@@H]1[C@H]([C@@H]([C@H]([C@@H](O1)O)O)O)O[C@H]2[C@@H](C(=O)[C@H]([C@H](O2)CO)O)O)O